1-(methoxymethylene)-7-oxaspiro[3.5]nonane COC=C1CCC12CCOCC2